3-Nonacosenoic acid C(CC=CCCCCCCCCCCCCCCCCCCCCCCCCC)(=O)O